C(C1=CC=CC=C1)(=O)NC=1C=C(SC1)C1=C(CCC(C1)(C)C)CN1CCN(CC1)C1=CC=C(C(=O)N)C=C1 4-(4-((2-(4-benzoylaminothiophen-2-yl)-4,4-dimethylcyclohex-1-en-1-yl)methyl)piperazin-1-yl)benzamide